Cl.OC1=CC=C(C=C1)NC(=NC1=NC(=CC(=N1)C1=CC(=CC=C1)[N+](=O)[O-])C1=CC(=C(C(=C1)OC)OC)OC)N 1-(4-hydroxyphenyl)-2-(4-(3-nitrophenyl)-6-(3,4,5-trimethoxyphenyl)-pyrimidin-2-yl)guanidine hydrochloride